4-[(1-cyclopropylpiperidin-4-yl)amino]-1-(2,2,2-trifluoroethyl)-1H-indol C1(CC1)N1CCC(CC1)NC1=C2C=CN(C2=CC=C1)CC(F)(F)F